2-[1-(difluoromethyl)-1H-pyrazol-4-yl]-N-[(2S)-1-hydroxypropan-2-yl]-3-oxo-6-[4-(trifluoromethyl)phenyl]-2,3-dihydropyridazine-4-carboxamide FC(N1N=CC(=C1)N1N=C(C=C(C1=O)C(=O)N[C@H](CO)C)C1=CC=C(C=C1)C(F)(F)F)F